3-(5-(5-chlorothieno[3,2-b]pyridin-2-yl)-3-hydroxypicolinamido)-2,2-dimethylpropanoic acid ClC1=CC=C2C(=N1)C=C(S2)C=2C=C(C(=NC2)C(=O)NCC(C(=O)O)(C)C)O